3-(((3-methoxybenzyl)(4-((2-(3-methoxybenzyloxy)ethoxy)methyl)phenyl)amino)methyl)-N,N-dimethylaniline COC=1C=C(CN(C2=CC=C(C=C2)COCCOCC2=CC(=CC=C2)OC)CC=2C=C(N(C)C)C=CC2)C=CC1